ClC=1C=C(C=CC1C(=O)N1CCN(CC1)C(CC1CC[N+](CC1)(C)C)=O)NC(=O)C=1N(C(=CN1)C=1C(=NC(=C(C1)F)N(C)C)F)C N-[3-chloro-4-[4-[2-(1,1-dimethylpiperidin-1-ium-4-yl)acetyl]piperazine-1-carbonyl]phenyl]-5-[6-(dimethylamino)-2,5-difluoro-3-pyridinyl]-1-methyl-imidazole-2-carboxamide